(4-methylphenyl)titanium CC1=CC=C(C=C1)[Ti]